2-((4-(7-((8-cyano-1,4-dioxaspiro[4.5]decan-8-yl)methyl)-2,7-diazaspiro[3.5]nonan-2-yl)pyrimidin-5-yl)oxy)-N-ethyl-5-fluoro-N-isopropylbenzamide C(#N)C1(CCC2(OCCO2)CC1)CN1CCC2(CN(C2)C2=NC=NC=C2OC2=C(C(=O)N(C(C)C)CC)C=C(C=C2)F)CC1